N-(1,3-benzodioxol-5-yl)-3-[4-chloro-5-(2-methoxyphenyl)-3-(trifluoromethyl)pyrazol-1-yl]-N-methyl-benzamide O1COC2=C1C=CC(=C2)N(C(C2=CC(=CC=C2)N2N=C(C(=C2C2=C(C=CC=C2)OC)Cl)C(F)(F)F)=O)C